tert-butyl N-[(1S,3'R,4S)-4-[3-(1,2,3,4-tetrahydro-1,5-naphthyridin-1-yl)-1H-pyrazolo[3,4-b]pyrazin-6-yl]-1',3'-dihydrospiro[cyclohexane-1,2'-inden]-3'-yl]carbamate N1(CCCC2=NC=CC=C12)C1=NNC2=NC(=CN=C21)C2CCC1(CC3=CC=CC=C3[C@@H]1NC(OC(C)(C)C)=O)CC2